CNCCC[Si](OCC)(OCC)OCC 3-(methylamino)propyl-triethoxysilane